3,5-dimethyl-3,5-dihydroxybiphenyl CC1(CC(=CC(C1)(O)C)C1=CC=CC=C1)O